COOCC 3,2-dioxapentane